C1(CC1)CN1C=C(C2=NN(C(C(=C21)C=2C=NC(=CC2)CC)=O)C=2C=CC1=C(N(C(=N1)C)C)C2)C#N 5-(cyclopropylmethyl)-2-(1,2-dimethyl-1H-benzo[d]imidazol-6-yl)-4-(6-ethylpyridin-3-yl)-3-oxo-3,5-dihydro-2H-pyrrolo[3,2-c]pyridazine-7-carbonitrile